pregnan-3β-ol-20-one CC(=O)[C@H]1CC[C@@H]2[C@@]1(CC[C@H]3[C@H]2CC[C@H]4[C@@]3(CC[C@@H](C4)O)C)C